BrC1=CC2=C(NC(COC2)=O)C(=C1)F 7-bromo-9-fluoro-1,5-dihydrobenzo[e][1,4]oxazepin-2(3H)-one